5-fluoro-1-(2-fluorobenzyl)-1H-pyrazolo[3,4-B]pyridine-3-carbonitrile FC=1C=C2C(=NC1)N(N=C2C#N)CC2=C(C=CC=C2)F